C(C)(C)C1=CN=C2N1N=C(C=C2NCC2=C(C=CC=C2)OC(F)(F)F)SC2CCNCC2 3-ISOPROPYL-6-(PIPERIDIN-4-YLTHIO)-N-(2-(TRIFLUOROMETHOXY)BENZYL)IMIDAZO[1,2-B]PYRIDAZIN-8-AMINE